CC(=NCC1=CC=CC(=C1)CN)N The molecule is an aralkylamine that is Nbenzylacetamidine substituted at position 3 on the benzene ring by an aminomethyl group. An inhibitor of nitric oxide synthase. It has a role as an EC 1.14.13.39 (nitric oxide synthase) inhibitor. It is a carboxamidine, an aralkylamine and a primary amino compound.